(2R,5S)-2-(azidomethyl)-5-methoxytetrahydro-2H-pyran N(=[N+]=[N-])C[C@@H]1OC[C@H](CC1)OC